OC[C@@H](C)N1N=NC(=C1)C(=O)NCC=1SC(=NN1)C1=CC=CC=C1 (R)-1-(1-hydroxypropan-2-yl)-N-((5-phenyl-1,3,4-thiadiazol-2-yl)methyl)-1H-1,2,3-triazole-4-carboxamide